FC(C=1C=C(C=C(C1)C(F)(F)F)CC=1C=C(C(NN1)=O)O)(F)F 6-{[3,5-bis(trifluoromethyl)phenyl]methyl}-4-hydroxypyridazin-3(2H)-one